5-(6-{6-[(3R,5S)-3,5-dimethylpiperazin-1-yl]pyridazin-3-yl}-5-hydroxypyridin-3-yl)-2-methyl-2H-indazole-7-carbonitrile C[C@@H]1CN(C[C@@H](N1)C)C1=CC=C(N=N1)C1=C(C=C(C=N1)C1=CC2=CN(N=C2C(=C1)C#N)C)O